OC(=O)C(F)(F)F.N1(CCNCC1)C(=O)OC1=C(C=2C=C3C(=NC2C=C1)C1=CC2=C(C(N1C3)=O)COC([C@]2(O)CC)=O)CN(C)C (S)-10-((Dimethylamino)methyl)-4-ethyl-4-hydroxy-3,14-dioxo-3,4,12,14-tetrahydro-1H-pyrano[3',4':6,7]indolizino[1,2-b]quinolin-9-yl piperazine-1-carboxylate TFA salt